CC1(C2=C(C=CC(=C2)C(=O)O)[N+](=C1/C=C/C=C/C=C\\3/C(C4=C(N3CCCCS(=O)(=O)[O-])C=CC(=C4)S(=O)(=O)[O-])(C)C)CCCCS(=O)(=O)[O-])C The molecule is an anionic unsymmetrical C5 cyanine dye having differentially substituted indoleinine units at either end. It has a role as a fluorochrome. It is a cyanine dye and an organosulfonate oxoanion.